N-[(1R)-1-[2-fluoro-5-(trifluoromethoxy)phenyl]ethyl]-2-methoxy-5-{2-propanamidoimidazo[1,2-b]pyridazin-6-yl}pyridine-3-carboxamide FC1=C(C=C(C=C1)OC(F)(F)F)[C@@H](C)NC(=O)C=1C(=NC=C(C1)C=1C=CC=2N(N1)C=C(N2)NC(CC)=O)OC